[Cu].[Au].N[C@@H](C(C)(C)S)C(=O)O penicillamine gold-copper